2-amino-N-((R)-2-oxo-1-phenylazetidin-3-yl)-4-phenylbutylamine NC(CN[C@H]1C(N(C1)C1=CC=CC=C1)=O)CCC1=CC=CC=C1